N,N-di(cis-4-tert-butylcyclohexyl)-5-(cis-4-n-pentylcyclohexylcarbonylamino)isophthalamide C(C)(C)(C)[C@H]1CC[C@H](CC1)N(C(C1=CC(C(=O)N)=CC(=C1)NC(=O)[C@@H]1CC[C@@H](CC1)CCCCC)=O)[C@@H]1CC[C@@H](CC1)C(C)(C)C